5-chloro-N1-(2-(dimethylamino)ethyl)-N1-methyl-2-nitrobenzene-1,4-diamine ClC=1C(=CC(=C(C1)N(C)CCN(C)C)[N+](=O)[O-])N